O=C1CCN(CC1)C1CC2(CN(C2)C(=O)OC(C)(C)C)C1 tert-butyl 6-(4-oxo-1-piperidyl)-2-azaspiro[3.3]heptane-2-carboxylate